C(N)(OCCC=1N(C2=CC=C(C=C2C1CN)F)C1CCN(CC1)[C@@H]1CC[C@@H](CC1)C(C)C)=O 2-(3-(aminomethyl)-5-fluoro-1-(1-(cis-4-isopropylcyclohexyl) piperidin-4-yl)-1H-indol-2-yl)ethyl carbamate